The molecule is an organic heterotetracyclic compound that is 11,12-dihydro-2H,6H,10H-dipyrano[2,3-f:2',3'-h]chromen-2-one substituted by a hydroxy group at position 12, methyl groups at positions 6, 6, 10 and 11 and a propyl group at position 4 (the 10S,11R,12S stereoisomer). Isolated from Calophyllum lanigerum var austrocoriaceum and Calophyllum brasiliense, it exhibits potent activity against HIV-1 reverse transcriptase. It has a role as a HIV-1 reverse transcriptase inhibitor and a plant metabolite. It is a delta-lactone, a cyclic ether, a secondary alcohol and an organic heterotetracyclic compound. CCCC1=CC(=O)OC2=C1C3=C(C=CC(O3)(C)C)C4=C2[C@H]([C@H]([C@@H](O4)C)C)O